2,2'-dichloro-[1,1'-biphenyl]-3,3'-diamine ClC1=C(C=CC=C1N)C1=C(C(=CC=C1)N)Cl